FC=1C=C(C=CC1F)C=1C=C(C=NC1)O 5-(3,4-difluorophenyl)pyridin-3-ol